4-[5-[(1R)-2-amino-1-hydroxyethyl]pyridin-2-yl]-3-(5-cyclopropyl-2-propan-2-ylpyrazol-3-yl)oxybenzonitrile NC[C@H](O)C=1C=CC(=NC1)C1=C(C=C(C#N)C=C1)OC=1N(N=C(C1)C1CC1)C(C)C